(L)-4-(5-Acetamido-3-fluoro-2-methyl-phenyl)but-3-enoic acid C(C)(=O)NC=1C=C(C(=C(C1)C=CCC(=O)O)C)F